C(C)(C)C=1N=NN(C1)CC(=O)NC1=CC=C(C=C1)C1=NC=NC2=CC(=C(C=C12)OC)OCC1CCN(CC1)CCOC 2-(4-isopropyl-1H-1,2,3-triazole-1-yl)-N-(4-(6-methoxy-7-((1-(2-methoxyethyl)piperidin-4-yl)methoxy)quinazolin-4-yl)phenyl)acetamide